1-(4-((7-methoxy-4-((2-((1-methylpyrrolidin-3-yl)oxy)-5-(thiophen-2-yl)phenyl)amino)quinazoline-6-yl)oxy)piperidin-1-yl)prop-2-en-1-one COC1=C(C=C2C(=NC=NC2=C1)NC1=C(C=CC(=C1)C=1SC=CC1)OC1CN(CC1)C)OC1CCN(CC1)C(C=C)=O